4-(3-Chlorophenyl)-5-methyl-2-(1-naphthylmethyl)imidazole ClC=1C=C(C=CC1)C=1N=C(NC1C)CC1=CC=CC2=CC=CC=C12